COC=1C=C(C=CC1)CC(CC)=O 1-(3-methoxyphenyl)butan-2-one